4-phenyl-3-n-heptyl-1,2,4-triazoline-5-thione C1(=CC=CC=C1)N1C(N=NC1=S)CCCCCCC